4-(3-Amino-4-(4-methylpiperazin-1-yl)phenyl)thiazol-2-amine NC=1C=C(C=CC1N1CCN(CC1)C)C=1N=C(SC1)N